ClC1=CC=C(C=C1)N(C(=O)OCC1CCC(CC1)COCC(=O)O)C1=CC=CC=C1 2-(((1s,4s)-4-(((4-chlorophenyl)(phenyl)carbamoyl-oxy)methyl)cyclohexyl)methoxy)acetic acid